C1=CC=CC=2C3=CC=CC=C3C(C12)COC(=O)N[C@H](C(=O)O)[C@@H](C)OCCC (2S,3R)-2-(9H-fluoren-9-ylmethoxycarbonylamino)-3-propoxy-butanoic acid